FC1(CCC(CC1)C1=NC=NC(=C1C(=O)NC=1C=NC(=NC1)C(C)C)C1=C(C=CC(=C1)F)F)F 4-(4,4-difluorocyclohexyl)-6-(2,5-difluorophenyl)-N-(2-isopropylpyrimidin-5-yl)pyrimidine-5-carboxamide